CC1CC(N(CCC1)S(=O)(=O)C=1SC=CC1)\C=C\C1=CC=CC=C1 (E)-4-methyl-2-styryl-1-(thiophen-2-ylsulfonyl)azepane